N,N-dimethyl-7H-pyrrolo[2,3-d]-pyrimidine-6-carboxamide CN(C(=O)C1=CC2=C(N=CN=C2)N1)C